CC1=C(C(=C(C(=C1CC1=CC(=C(C(=C1)C(C)(C)C)O)C(C)(C)C)C)CC1=CC(=C(C(=C1)C(C)(C)C)O)C(C)(C)C)C)CC1=CC(=C(C(=C1)C(C)(C)C)O)C(C)(C)C 1,3,5-trimethyl-2,4,6-tris(3,5-di-tert-butyl-4-hydroxyphenylmethyl)benzene